ClC=1C(=C(C(=CC1Cl)OC)O)C1CC2=NN=C(N2C1)CC 3,4-dichloro-2-(3-ethyl-6,7-dihydro-5H-pyrrolo[2,1-c][1,2,4]triazol-6-yl)-6-methoxyphenol